C(#N)C=1C=C(C=CC1)N1N=C(C=C1C(=O)NC1=C(C=CC(=C1)C(CCC1CC1)O)F)C(F)(F)F 1-(3-cyanophenyl)-N-(5-(3-cyclopropyl-1-hydroxypropyl)-2-fluorophenyl)-3-(trifluoromethyl)-1H-pyrazole-5-carboxamide